[Si](C1=CC=CC=C1)(C1=CC=CC=C1)(C(C)(C)C)OC1CC(C1)C(=O)OC Methyl (1r,3r)-3-((tert-butyldiphenylsilyl)oxy)cyclobutane-1-carboxylate